NC=1N=C(SC1C(C1=CC=C(C=C1)OC(F)F)=O)N(C1=CC(=C(C=C1)Cl)F)[C@H](C(=O)N)C (S)-2-(N-[4-Amino-5-[4-(difluoromethoxy)benzoyl]thiazol-2-yl]-4-chloro-3-fluoroanilino)propanamid